5-[(2-{2'-chloro-5'-methoxy-6-methyl-[4,4'-bipyridine]-3-amido}-[1,3]thiazolo[4,5-c]pyridin-6-yl)amino]pentanoic acid ClC1=NC=C(C(=C1)C1=C(C=NC(=C1)C)C(=O)NC=1SC2=C(C=NC(=C2)NCCCCC(=O)O)N1)OC